ethyl (S)-3-(benzyl((R)-1-phenylethyl)amino)-3-(4-(o-tolyloxy)phenyl)propanoate C(C1=CC=CC=C1)N([C@@H](CC(=O)OCC)C1=CC=C(C=C1)OC1=C(C=CC=C1)C)[C@H](C)C1=CC=CC=C1